6-chloro-2-cyclopropyl-5-methyl-4,5-dihydro-2H-[1,2,3]triazolo[4,5-c][1,7]naphthyridine ClC1=NC=CC=2C=3C(CN(C12)C)=NN(N3)C3CC3